N-(1-(hydroxymethyl)cyclopropyl)-3-methyl-5-(5-(3,4,5-trichlorophenyl)-5-(trifluoromethyl)-4,5-dihydroisoxazol-3-yl)thiophene-2-carboxamide OCC1(CC1)NC(=O)C=1SC(=CC1C)C1=NOC(C1)(C(F)(F)F)C1=CC(=C(C(=C1)Cl)Cl)Cl